BrC1=CC=C(C=C1)N1N=C2C(=CC(=CC2=C1)F)C(=O)N 2-(4-bromophenyl)-5-fluoro-2H-indazole-7-carboxamide